(9E)-12-iodo-9-dodecenyl acetate C(C)(=O)OCCCCCCCC\C=C\CCI